FC=1C(=CC=C2C(N3N(C12)CC=CC3)=O)NC3=NC=C(C(=N3)N[C@H](C([2H])([2H])O)C3=CC=CC=C3)C=3OC=NN3 (S)-4-fluoro-3-((4-((2-hydroxy-1-phenylethyl-2,2-d2)amino)-5-(1,3,4-oxadiazol-2-yl)pyrimidin-2-yl)amino)-6,9-dihydro-11H-pyridazino[1,2-a]indazol-11-one